5-bromo-4-fluoro-1-(2-hydroxy-2-methylpropyl)-1,3-dihydrobenzo[c]isothiazole 2,2-dioxide BrC1=C(C2=C(N(S(C2)(=O)=O)CC(C)(C)O)C=C1)F